COC=1N=C2C(=CC=NC2=CC1OC)OC1=CC=C(C=C1)NC(=O)C=1C(N(C(=C(C1)F)C)C1=CC=C(C=C1)F)=O N-[4-[(6,7-Dimethoxy-1,5-naphthyridin-4-yl)oxy]phenyl]-5-fluoro-1-(4-fluorophenyl)-6-methyl-2-oxopyridine-3-carboxamide